1'-cyclopropyl-6-ethyl-6'-fluoro-1'H-1,2'-bibenzo[d]imidazole C1(CC1)N1C(=NC2=C1C=C(C=C2)F)N2C=NC1=C2C=C(C=C1)CC